C(#C)[C@H]1CN(CCO1)C(=O)OC(C)(C)C tert-butyl (S)-2-ethynyl-morpholine-4-carboxylate